ClC=1C=CC=C2C=CC=C(C12)N1CC=2N=C(N=C(C2CC1)N1CCN(CC(C1)F)C(C(=C)F)=O)OC[C@H]1N(CCC1)C 1-[4-[7-(8-chloro-1-naphthyl)-2-[[(2S)-1-methylpyrrolidin-2-yl]methoxy]-6,8-dihydro-5H-pyrido[3,4-d]pyrimidin-4-yl]-6-fluoro-1,4-diazepan-1-yl]-2-fluoro-prop-2-en-1-one